N-(adamantan-2-yl)-4-bromo-1-((2-(trimethylsilyl)ethoxy)methyl)-1H-pyrrole-2-carboxamide C12C(C3CC(CC(C1)C3)C2)NC(=O)C=2N(C=C(C2)Br)COCC[Si](C)(C)C